3-(4-(7-fluoro-3-methyldibenzo[b,f][1,4]oxazepin-11-yl)piperazin-1-yl)-2,2-dimethylpropionic acid FC=1C=CC2=C(OC3=C(C(=N2)N2CCN(CC2)CC(C(=O)O)(C)C)C=CC(=C3)C)C1